C1(CC1)NC(=O)C=1N=C2N(N=C(C(=C2)C)N2CC=3C=C(C=NC3CC2)C)C1 N-cyclopropyl-7-methyl-6-(3-methyl-7,8-dihydro-1,6-naphthyridin-6(5H)-yl)imidazo[1,2-b]pyridazine-2-carboxamide